2-aminospiro[3.3]heptane-6-carboxylic acid tert-butyl ester C(C)(C)(C)OC(=O)C1CC2(CC(C2)N)C1